3-[4-[4-(Cyclopropylamino)-1-piperidyl]-3-methyl-2-oxo-benzimidazol-1-yl]piperidine-2,6-dione C1(CC1)NC1CCN(CC1)C1=CC=CC=2N(C(N(C21)C)=O)C2C(NC(CC2)=O)=O